C(#C)C1=C(CSCC2=C(C=CC=C2)C#C)C=CC=C1 2-ethynylbenzyl sulfide